3',6'-dihydroxy-3-oxo-3H-spiro[isobenzofuran-1,9'-xanthene]-5-carboxylic acid OC=1C=CC=2C3(C4=CC=C(C=C4OC2C1)O)OC(C1=CC(=CC=C13)C(=O)O)=O